C(C)(C)(C)OC(=O)N1[C@@H]2C[C@@H]2C[C@H]1C(NC1=NC(=CC(=C1)OC)Br)=O (1R,3S,5R)-3-((6-bromo-4-methoxypyridin-2-yl)carbamoyl)-2-azabicyclo[3.1.0]hexane-2-carboxylic acid tert-butyl ester